The molecule is a purine 2'-deoxyribonucleoside 5'-diphosphate that is the 8-oxo derivative of dADP. It derives from a dADP. It is a conjugate acid of an 8-oxo-dADP(3-). It is a tautomer of an 8-hydroxy-dADP. C1[C@@H]([C@H](O[C@H]1N2C3=NC=NC(=C3NC2=O)N)COP(=O)(O)OP(=O)(O)O)O